sodium mercaptothiazole SC=1SC=CN1.[Na]